CN1CC(C=C1C=1C=NC=CC1)=O 1-Methyl-5-(pyridin-3-yl)-1,2-dihydro-3H-pyrrol-3-on